3-fluoro-2-(oxan-4-ylsulfamoylamino)pyridine FC=1C(=NC=CC1)NS(NC1CCOCC1)(=O)=O